N-((R)-2,2-Dimethyl-(1,3)dioxolan-4-ylmethoxy)-3,4-difluoro-2-(2-fluoro-4-iodo-phenylamino)-benzamide CC1(OC[C@@H](O1)CONC(C1=C(C(=C(C=C1)F)F)NC1=C(C=C(C=C1)I)F)=O)C